N-(5-methyl-2-nitrophenyl)-N-methylcyclopropane-sulfonamide CC=1C=CC(=C(C1)N(S(=O)(=O)C1CC1)C)[N+](=O)[O-]